N-[4-({[7-(3,6-dihydro-2H-pyran-4-yl)-4-methoxy-[1,3]thiazolo[4,5-c]pyridin-2-yl]carbamoyl}amino)phenyl]-2-(dimethylamino)acetamide O1CCC(=CC1)C=1C2=C(C(=NC1)OC)N=C(S2)NC(=O)NC2=CC=C(C=C2)NC(CN(C)C)=O